FC=1C=2N(C=C(C1)NC(=O)C1=CC=C(C3=CN(N=C13)CC=C)N1CCNCC1)C=C(N2)C N-{8-fluoro-2-methylimidazo[1,2-a]pyridin-6-yl}-4-(piperazin-1-yl)-2-(prop-2-en-1-yl)indazole-7-carboxamide